(5Z)-8-[(tetrahydro-2H-pyran-2-yl)oxy]-5-octen-1-ynyltrimethylsilane O1C(CCCC1)OCC\C=C/CCC#C[Si](C)(C)C